(R)-7-(3-(2-chlorophenyl)-1H-pyrazolo[3,4-b]pyrazin-6-yl)-7-azaspiro[3.5]nonan-1-amine ClC1=C(C=CC=C1)C1=NNC2=NC(=CN=C21)N2CCC1(CC[C@H]1N)CC2